BrC1=CC=C(C=C1)C=1N=CN(C1C)CC 4-(4-bromophenyl)-1-ethyl-5-methyl-imidazole